[Cl-].C(CCCCCCCCCCCCCCC)[N+](CCC[Si](OCC)(OCC)OCC)(CCC)CCC hexadecyl-di-n-propyl-(3-triethoxysilylpropyl)ammonium chloride